N,N-dimethylaminobutyric acid CN(C)C(C(=O)O)CC